4-Methyl-11-azatricyclo[6.2.1.02,7]undeca-2,4,6,9-tetraene hydrochloride Cl.CC=1C=C2C3C=CC(C2=CC1)N3